CN(CC(=O)N1CCC(CC1)C=1C=C2C(=C(NC2=CC1)C=1C=C(C=2N(C1)N=NN2)C)C(C)C)C 2-(dimethylamino)-1-(4-(3-isopropyl-2-(8-methyltetrazolo[1,5-a]pyridin-6-yl)-1H-indol-5-yl)piperidin-1-yl)ethan-1-one